C(C)(C)(C1=CC=CC=C1)OC cumyl-methylether